rel-(2s,3R,5s)-3-(2-chloro-4-(trifluoromethoxy)phenyl)-N-(6-((R)-2,2-dimethyl-1,3-dioxolan-4-yl)pyridin-3-yl)-5-methyl-5-(trifluoromethyl)tetrahydrofuran-2-carboxamide ClC1=C(C=CC(=C1)OC(F)(F)F)[C@@H]1[C@H](O[C@@](C1)(C(F)(F)F)C)C(=O)NC=1C=NC(=CC1)[C@H]1OC(OC1)(C)C |o1:12,13,15|